S1C(=CC=C1)C1=C(C=C(C=C1)CNC)NS(=O)(=O)C=1SC=CC1 N-(2-(thien-2-yl)-5-((methylamino)methyl)phenyl)thiophene-2-sulfonamide